(S)-tert-butyl 2-((tert-butoxycarbonyl) amino)-3-ureidopropionate C(C)(C)(C)OC(=O)N[C@H](C(=O)OC(C)(C)C)CNC(=O)N